N-((4-(((4-fluorotetrahydro-2H-pyran-4-yl)methyl)amino)-3-nitrophenyl)sulfonyl)-2-(2-methyl-2,3-dihydropyrrolo[3',2':5,6]pyrido[2,3-b][1,4]oxazin-1(6H)-yl)benzamide FC1(CCOCC1)CNC1=C(C=C(C=C1)S(=O)(=O)NC(C1=C(C=CC=C1)N1C2=C(OCC1C)N=C1C(=C2)C=CN1)=O)[N+](=O)[O-]